(S)-7-((S)-5-Chloro-6-fluoro-2-(((3-methoxypropyl)amino)methyl)-2-phenyl-2,3-dihydrobenzofuran-4-yl)-6-fluoro-2-methyl-2,4-dihydrochromeno[3,4-c]pyrazole-8-carboxamide formate C(=O)O.ClC=1C(=CC2=C(C[C@](O2)(C2=CC=CC=C2)CNCCCOC)C1C=1C(=CC2=C(C1F)OCC1=NN(C=C12)C)C(=O)N)F